3-bromo-2,2-dimethylpropionyl chloride BrCC(C(=O)Cl)(C)C